CC1(OB(OC1(C)C)C1=C2C=NN(C2=C(C=C1)CNC(OC(C)(C)C)=O)COCC[Si](C)(C)C)C tert-butyl ((4-(4,4,5,5-tetramethyl-1,3,2-dioxaborolan-2-yl)-1-((2-(trimethylsilyl)ethoxy)methyl)-1H-indazol-7-yl)methyl)carbamate